[Si](C1=CC=CC=C1)(C1=CC=CC=C1)(C(C)(C)C)OCC1NCCOC1 3-((tert-butyldiphenylsilyloxy)methyl)morpholine